(R)-N-(4-(6-(3-methylmorpholino)-1-(1H-pyrazol-3-yl)-1H-pyrazolo[3,4-b]pyridin-4-yl)phenyl)-2-oxopropanamide C[C@@H]1COCCN1C1=CC(=C2C(=N1)N(N=C2)C2=NNC=C2)C2=CC=C(C=C2)NC(C(C)=O)=O